OC=1C2=C(N=C(N1)C)N=CC(=C2)C2CCN(CC2)C(C)=O 1-(4-(4-hydroxy-2-methylpyrido[2,3-d]pyrimidin-6-yl)piperidin-1-yl)ethanone